6-hydroxy-2-(4-methoxythiazol-2-yl)-4H-thiopyran OC1=CCC=C(S1)C=1SC=C(N1)OC